5-tetrahydrofurandimethylamine O1C(CCC1CN)CN